4-(4-(3-amino-1H-pyrazolo[3,4-b]pyridin-5-yl)-1H-pyrazol-1-yl)piperidine-1-carboxylic acid tert-butyl ester C(C)(C)(C)OC(=O)N1CCC(CC1)N1N=CC(=C1)C=1C=C2C(=NC1)NN=C2N